(R)-1-(4-(1-ethyl-4-(trifluoromethyl)-1H-imidazol-2-yl)phenyl)ethan-1-amine C(C)N1C(=NC(=C1)C(F)(F)F)C1=CC=C(C=C1)[C@@H](C)N